3,5-dihydroxy-2,4,6-trinitrobromobenzene OC=1C(=C(C(=C(C1[N+](=O)[O-])O)[N+](=O)[O-])Br)[N+](=O)[O-]